P(=O)(OC)(OC)OCC(CCl)=O dimethyl (3-chloro-2-oxo propyl) phosphate